2-(((6-(3-hydroxyazetidin-1-yl)hexanoyl)oxy)methyl)propane-1,3-diyl dioleate C(CCCCCCC\C=C/CCCCCCCC)(=O)OCC(COC(CCCCCCC\C=C/CCCCCCCC)=O)COC(CCCCCN1CC(C1)O)=O